ClC=1C=CC(=C(C1)C1=C2C(=NC(=C1)C)C(=CS2)C(=O)OC(C)(C)C)OCCN2C(=NC1=CC(=C(C(=C1C2=O)C#N)N2CCN(CC2)C)C(F)(F)F)C tert-butyl 7-(5-chloro-2-(2-(5-cyano-2-methyl-6-(4-methylpiperazin-1-yl)-4-oxo-7-(trifluoromethyl) quinazolin-3(4H)-yl) ethoxy) phenyl)-5-methylthieno[3,2-b]pyridine-3-carboxylate